FC(C1=CC=C(C=C1)C1CC(C1)OC=1C=C2C(=CNC2=CC1)NC(=O)C12CC(C1)C2)(F)F N-{5-[(1R,3R)-3-[4-(trifluorometh-yl)phenyl]cyclobutoxy]-1H-indol-3-yl}bicyclo-[1.1.1]pentane-1-carboxamide